BrC=1C=C2C3(C(NC2=CC1)=O)C(C3)(C=3C=C(C=CC3)C)C=3C=C(C=CC3)C 5'-bromo-2,2-bis-m-tolylspiro[cyclopropane-1,3'-Indol]-2'-one